tert-Butyl ((1s,4s)-4-(7-bromo-3-methyl-2-oxo-6-(phenylsulfonyl)-3,6-dihydroimidazo[4,5-d]pyrrolo[2,3-b]pyridin-1(2H)-yl)-1-methylcyclohexyl)carbamate BrC1=CC=2C(=NC=C3C2N(C(N3C)=O)C3CCC(CC3)(C)NC(OC(C)(C)C)=O)N1S(=O)(=O)C1=CC=CC=C1